lauric acid bismuth salt [Bi+3].C(CCCCCCCCCCC)(=O)[O-].C(CCCCCCCCCCC)(=O)[O-].C(CCCCCCCCCCC)(=O)[O-]